9-acetyl-4,7-dimethylimidazo[1,2-a]quinazolin-5(4H)-one C(C)(=O)C=1C=C(C=C2C(N(C=3N(C12)C=CN3)C)=O)C